C(C)(C)(C)OC(=O)N1C[C@H](C([C@H](C1)CCCOS(=O)(=O)C1=CC=C(C=C1)C)(F)F)C (3R,5S)-4,4-difluoro-3-methyl-5-[3-(p-tolylsulfonyloxy)propyl]piperidine-1-carboxylic acid tert-butyl ester